2-bromo-5-aminobenzoic acid ethyl ester C(C)OC(C1=C(C=CC(=C1)N)Br)=O